[N+](=O)([O-])C1=CC(=C(C(=O)O)C=C1)S(NCCC1=NC=CC=C1)(=O)=O 4-nitro-2-[2-(2-pyridyl)ethylsulfamoyl]benzoic acid